(3-(2,6-dimethoxyphenyl)-2-(6-ethoxypyridin-2-yl)-3H-imidazo[4,5-b]pyridin-5-yl)methanesulfonamide COC1=C(C(=CC=C1)OC)N1C(=NC=2C1=NC(=CC2)CS(=O)(=O)N)C2=NC(=CC=C2)OCC